ClC1=CC=C(CN2C=NC(=C2C#N)C(=O)N)C=C1 1-(4-chlorobenzyl)-5-cyano-1H-imidazole-4-carboxamide